O(C1=CC=CC=C1)C1=CC=C(C=C1)C1=CN(C=2N=CN=C(C21)N)C2CCNCC2 5-(4-phenoxyphenyl)-7-(piperidin-4-yl)-7H-pyrrolo[2,3-d]pyrimidin-4-amine